CC1(CCN(CC1)C=1OC2=C(C=C(C=C2C(C1C)=O)C)[C@@H](C)NC1=C(C=CC=C1)C=1C=CC(=C(C=O)C1)B1OC(C(O1)(C)C)(C)C)C 5-[2-[[(1R)-1-[2-(4,4-dimethyl-1-piperidyl)-3,6-dimethyl-4-oxo-chromen-8-yl]ethyl]amino]phenyl]-2-(4,4,5,5-tetramethyl-1,3,2-dioxaborolan-2-yl)benzaldehyde